C(C=C)(=O)OCCC[Si](C)(C)Br acryloxypropyl-bromodimethylsilane